6-(3-chloro-6-(difluoromethyl)-2-fluorophenyl)-3-methyl-N-(1-((4-methyl-6-((1r,5s)-2-oxo-3-azabicyclo[3.1.0]hex-3-yl)pyridazin-3-yl)methyl)-1H-pyrazol-4-yl)pyrazine-2-carboxamide ClC=1C(=C(C(=CC1)C(F)F)C1=CN=C(C(=N1)C(=O)NC=1C=NN(C1)CC=1N=NC(=CC1C)N1C([C@@H]2C[C@@H]2C1)=O)C)F